(S)-4-((1-(3-cyclopropyl-5-(2-ethoxypyrimidin-5-yl)-4-oxo-3,4-dihydroquinazolin-2-yl)ethyl)amino)quinazoline-6-carbonitrile C1(CC1)N1C(=NC2=CC=CC(=C2C1=O)C=1C=NC(=NC1)OCC)[C@H](C)NC1=NC=NC2=CC=C(C=C12)C#N